1-butyl-3-ethylbutylimidazolium C(CCC)C(CC(C)CC)C=1NC=C[NH+]1